FC(C(=O)O)(F)F.C1(=CC=CC=C1)CCCC(=O)N 4-phenylbutyramide trifluoroacetate